4-Fluoro-2-iodo-1-(methylthio)benzene FC1=CC(=C(C=C1)SC)I